C(\C=C\C(=O)O)(=O)O.CC(C)NCC(C)O 3-[(1-methylethyl)amino]-2-propanol fumarate